methyl cerebronate C(C(O)CCCCCCC=CCCCCCCCCCCCCCC)(=O)OC